C(#N)C1=CC=C(C=C1)C[C@@H](CNC(OC(C)(C)C)=O)N(C)C tert-butyl (S)-(3-(4-cyanophenyl)-2-(dimethylamino)propyl)carbamate